C(CC)N1C(CCC1)=O N-propyl-2-pyrrolidone